O=C1NC(CC[C@H]1C=1C=C(OCC(=O)N2CCC3(CC(C3)N3CCN(CC3)C3=CC=C(C=C3)NC3=C4N=CN(C4=NC=N3)C3CC(C3)NC(CC3=CC=CC=C3)=O)CC2)C=CC1)=O N-((1s,3s)-3-(6-((4-(4-(7-(2-(3-(2,6-dioxopiperidin-3-yl)phenoxy)acetyl)-7-azaspiro[3.5]nonan-2-yl)piperazin-1-yl)phenyl)amino)-9H-purin-9-yl)cyclobutyl)-2-phenylacetamide